NC1(CC1)COC1=C(C=C(C=C1)NC1=NC=2N(C(=C1)NC1CC1)N=CC2)CS(=O)(=O)C 5-((4-((1-Aminocyclopropyl)methoxy)-3-((methylsulfonyl)methyl)phenyl)amino)-7-(cyclopropylamino)pyrazolo[1,5-a]pyrimidin